C(C)C(C1COC1)OC(CC)C1COC1 bis(1-ethyl-(3-oxetanyl) methyl) ether